5-((benzyloxy)methyl)-2-(1-chloro-4-fluoro-8-((1,1,1-trifluoropropan-2-yl)oxy)isoquinolin-6-yl)-4-ethyl-2,4-dihydro-3H-1,2,4-triazol C(C1=CC=CC=C1)OCC=1N(CN(N1)C=1C=C2C(=CN=C(C2=C(C1)OC(C(F)(F)F)C)Cl)F)CC